C1(CC1)NC(C1=C(C(=CC=C1)F)SC1=CC=C2C(=NN(C2=C1)C1OCCCC1)\C=C\C1=NC=C(C=C1)CN1CCCC1)=O N-cyclopropyl-3-fluoro-2-[3-[(trans)-2-[5-(pyrrolidin-1-ylmethyl)-2-pyridyl]vinyl]-1-Tetrahydropyran-2-yl-indazol-6-yl]sulfanylbenzamide